C(CC(C)C)NC(CCCCCCC)=O N-isopentyl-caprylamide